[O-]CC ethoxid